C(C=1OC(=CC1)C=NO)=NO 2,5-diformylfuran dioxime